beta-hydroxyisobutyrylcarnitine OCC(C(=O)C(O)(C[N+](C)(C)C)CC([O-])=O)C